CC1=C(C(=O)C2=CC=CC=C2)C(=CC(=C1)C)C.[Li] lithium 2,4,6-trimethylbenzophenone